N-(3-(2-amino-[1,2,4]triazolo[4',3':1,6]pyrido[2,3-d]pyrimidin-6-yl)-2-fluorophenyl)-5-chloro-2-methoxypyridine-3-sulfonamide NC=1N=CC2=C(N1)N1C(C(=C2)C=2C(=C(C=CC2)NS(=O)(=O)C=2C(=NC=C(C2)Cl)OC)F)=NN=C1